(Z)-5-((1-(4-aminobutanoyl)-5-fluoro-2-oxoindolin-3-ylidene)methyl)-N-(2-(diethylamino)ethyl)-2,4-dimethyl-1H-pyrrole-3-carboxamide NCCCC(=O)N1C(\C(\C2=CC(=CC=C12)F)=C/C1=C(C(=C(N1)C)C(=O)NCCN(CC)CC)C)=O